C1(=CC=CC=C1)C=1N=NN(C1)C=1C=C(C=CC1)S(=O)(=O)N 3-(4-Phenyl-1H-1,2,3-triazol-1-yl)benzenesulfonamide